(R)-1-(7-fluoro-3-((1-methyl-1H-pyrazol-4-yl)methylene)-2,3-dihydro-1H-cyclopenta[b]quinoxalin-5-yl)ethan-1-amine FC1=CC(=C2N=C3C(=NC2=C1)CCC3=CC=3C=NN(C3)C)[C@@H](C)N